1,4-dihydro-4-oxopyridine-3-carboxylic acid O=C1C(=CNC=C1)C(=O)O